C(CCC)C1(C(OC2(NC3=CC=C(C=C3C21C)O)C)=O)C 3-butyl-5-hydroxy-3,3a,8a-trimethyl-3,3a,8,8a-tetrahydro-2H-furo[2,3-b]indole-2-one